6-methoxy-2-methylpyrimido[5,4-d]pyrimidin-4-amine COC=1N=CC=2N=C(N=C(C2N1)N)C